BrC=1C=C2C(C(N(C2=CC1OC)C(=O)OC(C)(C)C)=O)(C)C tert-butyl 5-bromo-6-methoxy-3,3-dimethyl-2-oxoindoline-1-carboxylate